O=C1C(=C(C1=O)NC1=C(C(=NC=C1)C(=O)N(C)C)O)N[C@H]1C(CCC2=C1C=C(O2)C)(C)C (S)-4-((3,4-dioxo-2-((2,5,5-trimethyl-4,5,6,7-tetrahydrobenzofuran-4-yl)amino)cyclobut-1-en-1-yl)amino)-3-hydroxy-N,N-dimethylpicolinamide